2,5-dibromobenzyl alcohol BrC1=C(CO)C=C(C=C1)Br